[2-(OCTAHYDROQUINOLIN-1(2H)-YL)PYRIMIDIN-5-YL]BORONIC ACID N1(CCCC2CCCCC12)C1=NC=C(C=N1)B(O)O